ClC1=C2C(C=3C(CN4C(CC5(CC5)[C@H]4C3CN=C1)=O)C=1NC(=CN1)C=1C=CC=3N(C1)C=NC3)=CC(C=C2F)=O |o1:13| (S*)-7-chloro-8-fluoro-12-(5-(imidazo[1,5-a]pyridin-6-yl)-1H-imidazol-2-yl)-13,14-dihydro-2H-spiro[benzo[5,6]azocino[4,3-g]indolizine-3,1'-cyclopropane]-1,10(4H,12H)-dione